((8-oxabicyclo[3.2.1]oct-3-yl)amino)-2-chloropyrimidine-5-carboxylic acid C12CC(CC(CC1)O2)NC2=NC(=NC=C2C(=O)O)Cl